C(C)(C)(C)OC(NCCOCCOCCOCCOCCN=[N+]=[N-])=O [2-(2-{2-[2-(2-azido-ethoxy)-ethoxy]-ethoxy}-ethoxy)-ethyl]-carbamic acid tert-butyl ester